6-[(3S)-3-(cyanomethyl)piperazin-1-yl]-N-(3-methoxy-1-naphthyl)-2-[(1-methylpyrazol-4-yl)methoxy]pyrimidine-4-carboxamide C(#N)C[C@H]1CN(CCN1)C1=CC(=NC(=N1)OCC=1C=NN(C1)C)C(=O)NC1=CC(=CC2=CC=CC=C12)OC